NC1=C(C=CC(=C1)[N+](=O)[O-])NC1=C(C(=O)OC)C=CC=C1 methyl 2-((2-amino-4-nitrophenyl)amino)benzoate